5-((1-(2-Methoxy-4-((2-methyl-2-azaspiro[3.3]heptan-6-yl)oxy)phenyl)-1H-imidazol-4-yl)amino)pyrazine-2-carbonitrile COC1=C(C=CC(=C1)OC1CC2(CN(C2)C)C1)N1C=NC(=C1)NC=1N=CC(=NC1)C#N